(trifluoromethyl)-1H-pyrazole-5-carboxylic acid methyl ester COC(=O)C1=CC=NN1C(F)(F)F